2,6-Dichloro-3-{[(2,2-dimethylpropanoyl)amino]methyl}-N-{1-[2-methyl-4-(trifluoromethoxy)phenyl]-1H-indazol-4-yl}benzamide ClC1=C(C(=O)NC2=C3C=NN(C3=CC=C2)C2=C(C=C(C=C2)OC(F)(F)F)C)C(=CC=C1CNC(C(C)(C)C)=O)Cl